Cl.N1(CCNCCC1)C1=NC=NC2=CC(=C(C=C12)OC)OCC(=O)N 2-((4-(1,4-diazepan-1-yl)-6-methoxyquinazolin-7-yl)oxy)acetamide hydrochloride